N=1N(N=CC1)C=1C=C(C=NC1)O 5-(2H-1,2,3-triazol-2-yl)pyridin-3-ol